BrC1=CN=C(N1CC(=O)OCC)C ethyl 2-(5-bromo-2-methyl-imidazol-1-yl)acetate